tert-butyl 3-(5-(4-fluorophenyl)-3-(1-methyl-1H-pyrazol-3-yl)pyridin-2-yl)-2,5-dihydro-1H-pyrrole-1-carboxylate FC1=CC=C(C=C1)C=1C=C(C(=NC1)C=1CN(CC1)C(=O)OC(C)(C)C)C1=NN(C=C1)C